C(C=O)(C)C tert-butanone